N1=CC(=C2COCCN21)C2=CN1C(S2)=C(C=N1)C(=O)NC=1C(=NC=C(C1)NC(CN1[C@H](CCC1)C)=O)C (S)-2-(6,7-dihydro-4H-pyrazolo[5,1-c][1,4]oxazin-3-yl)-N-(2-methyl-5-(2-(2-methylpyrrolidin-1-yl)acetamido)pyridin-3-yl)pyrazolo[5,1-b]thiazole-7-carboxamide